BrC=1C=CC(=C(C1)CC(=O)NC)[N+](=O)[O-] 2-(5-bromo-2-nitrophenyl)-N-methylacetamide